2,2,2-Trifluoroethyl (S)-2-amino-3-(4-(5-((3aS,4S,6aR)-2-oxohexahydro-1H-thieno[3,4-d]imidazol-4-yl)pentanamido)phenyl)propanoate hydrochloride Cl.N[C@H](C(=O)OCC(F)(F)F)CC1=CC=C(C=C1)NC(CCCC[C@@H]1SC[C@@H]2NC(N[C@@H]21)=O)=O